FC(C=1OC=C(N1)C(=O)OCC)(F)F ethyl 2-(trifluoromethyl)oxazole-4-carboxylate